3-chloro-4-fluorobenzenepropionamide HEXYL-ISOBUTYRATE (hexyl-isobutyrate) C(CCCCC)C(C(=O)O)(C)C.C(CCCCC)OC(C(C)C)=O.ClC=1C=C(C=CC1F)CCC(=O)N